(S)-N-(3-cyano-1-phenylpropyl)-N-methyl-5-(4-(trifluoromethyl)phenyl)-3,4-dihydroisoquinoline-2(1H)-carboxamide C(#N)CC[C@@H](C1=CC=CC=C1)N(C(=O)N1CC2=CC=CC(=C2CC1)C1=CC=C(C=C1)C(F)(F)F)C